Ethyl (E)-3-(2-(3-(benzyloxy)-2-((tert-butyldimethylsilyl)oxy)propoxy)phenyl)acrylate C(C1=CC=CC=C1)OCC(COC1=C(C=CC=C1)/C=C/C(=O)OCC)O[Si](C)(C)C(C)(C)C